N-[(6-Amino-2-pyridyl)sulfonyl]-6-(2-fluoro-4-methylphenyl)-2-(2,4,6-trimethylphenoxy)pyridin-3-carboxamid NC1=CC=CC(=N1)S(=O)(=O)NC(=O)C=1C(=NC(=CC1)C1=C(C=C(C=C1)C)F)OC1=C(C=C(C=C1C)C)C